N,N'-bis(2,3-diacetoxypropyl)-2,4,6-triiodo-1,3-benzenedicarboxamide C(C)(=O)OC(CNC(=O)C1=C(C(=C(C=C1I)I)C(=O)NCC(COC(C)=O)OC(C)=O)I)COC(C)=O